CC1=C(C=C(C=C1)NC(C1=CC(=NC=C1)C(F)(F)F)=O)C=1C=NC(=C(C1)N1CCOCC1)C#CC1(CCOCC1)C N-(4-methyl-3-(6-((4-methyltetra-hydro-2H-pyran-4-yl)ethynyl)-5-morpholinopyridin-3-yl)-phenyl)-2-(trifluoro-methyl)isonicotinamide